ethyl-sodium 4-sulfophenyl-carbonate chloride [Cl-].S(=O)(=O)(O)C1=CC=C(C=C1)OC([O-])=O.C(C)[Na]